C(C=C)OC=1C=C(C=CC1OC)/C=C/C(=O)OC[C@H]1OC([C@@H]([C@H]([C@@H]1O)O)O)OC ((2R,3S,4S,5R)-3,4,5-trihydroxy-6-methoxytetrahydro-2H-pyran-2-yl)methyl (E)-3-(3-(allyloxy)-4-methoxyphenyl)acrylate